C(CCC)OOC(C)(C)C1=CC(=CC=C1)C(C)(C)OOCCCC 1,3-bis(butylperoxyisopropyl)benzene